Cl.FC(CNC(N)=O)(F)F 3-(2,2,2-trifluoroethyl)urea hydrochloride